N-(1-[[2-(trimethylsilyl)ethoxy]methyl]indol-6-yl)-5,6,7,8-tetrahydroquinolin-2-amine C[Si](CCOCN1C=CC2=CC=C(C=C12)NC1=NC=2CCCCC2C=C1)(C)C